ClC1=NC=CC2=C1N=CN2 4-chloro-1H-imidazo(4,5-c)pyridine